trans-3-[(2,3-difluorobenzyl)oxy]-N-[3-(4-ethyl-6-oxo-1,6-dihydropyrimidin-2-yl)-2-fluoro-4-(trifluoromethyl)benzyl]cyclobutane-1-carboxamide FC1=C(CO[C@@H]2C[C@H](C2)C(=O)NCC2=C(C(=C(C=C2)C(F)(F)F)C=2NC(C=C(N2)CC)=O)F)C=CC=C1F